(S)-N-([1,1'-biphenyl]-3-yl)pyrrolidin-3-amine hydrochloride Cl.C1(=CC(=CC=C1)N[C@@H]1CNCC1)C1=CC=CC=C1